FC1=CC(=C(C=C1F)O)C=1N=NC(=CC1)N(C1CC(NC(C1)(C)C)(C)C)C 4,5-difluoro-2-{6-[methyl-(2,2,6,6-tetramethyl-piperidin-4-yl)-amino]-pyridazin-3-yl}-phenol